4-((14-amino-3,6,9,12-tetraoxatetradecyl)amino)-2-methyl-N-(5-nitrothiazol-2-yl)benzamide NCCOCCOCCOCCOCCNC1=CC(=C(C(=O)NC=2SC(=CN2)[N+](=O)[O-])C=C1)C